5-bromo-N-(2-methoxyethyl)-2-methylbenzamide BrC=1C=CC(=C(C(=O)NCCOC)C1)C